O1CCN(CC1)CC1=C(C=CC(=C1)NC(CC)=O)C1=CC=CC=C1 N-(2-(morpholinomethyl)-(1,1'-biphenyl)-4-yl)propanamide